C(=O)C1=C(C=2C(C3=C(NC2N=C1)CC(CC3=O)(C)C)(C)C3=CC(=CC=C3)OC(C)C)C#N 3-formyl-5-(3-isopropoxyphenyl)-5,8,8-trimethyl-6-oxo-5,6,7,8,9,10-hexahydrobenzo[b][1,8]naphthyridine-4-carbonitrile